Methyl 3-amino-2-((tert-butoxycarbonyl)amino)butanoate NC(C(C(=O)OC)NC(=O)OC(C)(C)C)C